NN1C(N(N=CC1=O)C1=CC(=C(C(=C1)C)CC1=C2C=3C(C(NC3C=C1)=O)(C1CC2C1)C)C)=O amino-2-(3,5-dimethyl-4-((2a-methyl-2-oxo-1,2,2a,3,4,5-hexahydro-3,5-methanobenzo[cd]indol-6-yl)methyl)phenyl)-1,2,4-triazine-3,5(2H,4H)-dione